CCCCC\C=C/C\C=C/CCCCCCCCC(CCCCCCCC\C=C/C\C=C/CCCCC)ONCC(N(C)C)=O (6Z,9Z,28Z,31Z)-heptatriaconta-6,9,28,31-tetraen-19-yloxy(N,N-dimethylcarbamoylmethyl)amine